12-(cuban-1-yl)dodecanoic acid C12(C3C4C5C3C1C5C24)CCCCCCCCCCCC(=O)O